C(\C=C(\C)/CCC=C(C)C)CC(=O)O.CC(=CCCC(=O)O)CCC=C(C)C 3,7-dimethyl-2,6-octadien-1-ylacetate (Neryl Acetate)